C(=O)C(=C)[C@@H]1[C@H](C(CC1)C)C=O (1S,2S,3S)-2-(1-Formylvinyl)-5-methylcyclopentanecarbaldehyde